C(C=C)(=O)N[C@H]1CN(CCC1)CC1=CC(=NC=C1)C(=O)O (R)-4-((3-acrylamidopiperidin-1-yl)methyl)picolinic acid